ClC=1N=CN(C1C(=O)NCC1=C(C=C2[C@](NC(NC2=C1)=O)(C(C)(F)F)C#CC1CC1)F)COCC[Si](C)(C)C (S)-4-chloro-N-((4-(cyclopropylethynyl)-4-(1,1-difluoroethyl)-6-fluoro-2-oxo-1,2,3,4-tetrahydroquinazolin-7-yl)methyl)-1-((2-(trimethylsilyl)ethoxy)methyl)-1H-imidazole-5-carboxamide